1,1,1,3,3,3-hexafluoropropan-2-yl 1-(3-ethoxybenzyl)-1,8-diazaspiro[4.5]decane-8-carboxylate C(C)OC=1C=C(CN2CCCC23CCN(CC3)C(=O)OC(C(F)(F)F)C(F)(F)F)C=CC1